N-acetylglucosaminylglucose C(C)(=O)N[C@H]1C(O[C@@H]([C@H]([C@@H]1O)O)CO)C(=O)[C@H](O)[C@@H](O)[C@H](O)[C@H](O)CO